4-chlorobenzyl (4-(1-(morpholine-4-carboxamido)ethyl)phenyl)carbamate N1(CCOCC1)C(=O)NC(C)C1=CC=C(C=C1)NC(OCC1=CC=C(C=C1)Cl)=O